C(C(C)=C)N N-Methallylamine